C1(=CC=CC=C1)/N=N/C1=CC=C(C=C1)/N=N/C1=CC=C(C=C1)O 4-[(E)-{4-[(E)-phenyldiazenyl]phenyl}diazenyl]phenol